Sodium Propoxyhydroxypropyl Thio-sulfate S(=S)(=O)(OCCC(O)OCCC)[O-].[Na+]